3-Cyclopropyl-N5-methyl-N5-(piperidin-4-yl)-N7-(4-(pyridin-2-yl)benzyl)pyrazolo[1,5-a]pyrimidine-5,7-diamine C1(CC1)C=1C=NN2C1N=C(C=C2NCC2=CC=C(C=C2)C2=NC=CC=C2)N(C2CCNCC2)C